6-chloro-1-(4-fluoro-3-(4-benzoylpiperazine-1-carbonyl)benzyl)quinazoline-2,4(1h,3h)-dione ClC=1C=C2C(NC(N(C2=CC1)CC1=CC(=C(C=C1)F)C(=O)N1CCN(CC1)C(C1=CC=CC=C1)=O)=O)=O